ClC=1C(=CC(=NC1)NC1CCN(CC1)CC=1C=C2CN(C(C2=CC1)=O)C1C(NC(CC1)=O)=O)C1=NC(=CC=C1)NCC1(CCOCC1)C#N 4-(((5'-chloro-2'-((1-((2-(2,6-dioxopiperidin-3-yl)-1-oxoisoindolin-5-yl)methyl)piperidin-4-yl)amino)-[2,4'-bipyridin]-6-yl)amino)methyl)tetrahydro-2H-pyran-4-carbonitrile